C(C=C)OC(C(C)(OCC=C)OCC=C)(C)OCC=C tetraallyl-oxybutane